4-methylthiobutanoic acid methyl ester COC(CCCC)=S